3-[5-[(2R,5S)-1-tert-butoxycarbonyl-5-methyl-2-piperidyl]-1,3-benzothiazol-2-yl]bicyclo[1.1.1]pentane-1-carboxylic acid C(C)(C)(C)OC(=O)N1[C@H](CC[C@@H](C1)C)C=1C=CC2=C(N=C(S2)C23CC(C2)(C3)C(=O)O)C1